BrC=1C=C2C=CN(C2=CC1)CCC1=CC(=C(C=C1)F)F 5-bromo-1-(3,4-difluorophenethyl)-1H-indole